C[C@H]1N(CCN(C1)C=1C=CC=2N=CN=C(C2N1)NC1=CC(=C(C=C1)CC1=CC=2N(C=C1)N=CN2)C)C(C=C)=O 1-[(2R)-2-methyl-4-{4-[(3-methyl-4-{[1,2,4]triazolo[1,5-a]pyridin-7-ylmethyl}phenyl)amino]pyrido[3,2-d]pyrimidin-6-yl}piperazin-1-yl]prop-2-en-1-one